N-(1-Cyanocyclopropyl)-4-(4-(cyclopropylmethyl)-3-oxopiperazin-1-yl)-9-(5-(difluoromethyl)-1,3,4-thiadiazol-2-yl)-9H-pyrimido[4,5-b]indole-7-sulfonamide C(#N)C1(CC1)NS(=O)(=O)C1=CC=C2C3=C(N(C2=C1)C=1SC(=NN1)C(F)F)N=CN=C3N3CC(N(CC3)CC3CC3)=O